FC=1C(=CC=2C3=C(NC(C2C1)=O)COC[C@@H]3N(C(=O)C=3NC1=CC(=C(C=C1C3)F)F)C)F (R)-N-(8,9-difluoro-6-oxo-1,4,5,6-tetrahydro-2H-pyrano[3,4-c]isoquinolin-1-yl)-5,6-difluoro-N-methyl-1H-indole-2-carboxamide